C1(CC1)C1=C(C(=NO1)C1=C(C=CC=C1Cl)Cl)C(=O)OC1C[C@H]2CC[C@@H](C1)N2C=2SC1=C(N2)C(=CC(=C1)C(=O)OC)C Methyl 2-[(1R,3S,5S)-3-[[5-cyclopropyl-3-(2,6-dichlorophenyl)-1,2-oxazol-4-yl]carbonyloxy]-8-azabicyclo[3.2.1]octan-8-yl]-4-methyl-1,3-benzothiazole-6-carboxylate